cesium oxyfluoride sulfate S(=O)(=O)([O-])[O-].O(F)F.[Cs+].[Cs+]